ClCCCOC1=CC=C(C=C1)C=1OC2=CC=CC=C2C(C1OC)=O 2-(4-(3-Chloropropoxy)phenyl)-3-methoxy-4H-chromen-4-one